ClC1=C(C=CC=C1)N1N=CC(=C1)C=1SC=C(N1)C(=O)N1[C@H](CCC1)CN 1-[(2R)-1-{2-[1-(2-chlorophenyl)-1H-pyrazol-4-yl]-1,3-thiazole-4-carbonyl}pyrrolidin-2-yl]methanamine